(E)-2-methyl-N-(3-methylbut-2-en-1-yl)undecan-1-imine oxide CC(\C=[N+](/CC=C(C)C)\[O-])CCCCCCCCC